N-octadecyl-N'-hexyl-tetramethyl-1,6-hexanediamine C(CCCCCCCCCCCCCCCCC)NC(C(CCCCNCCCCCC)(C)C)(C)C